C(C)(C)(C)OC(=O)N1[C@@H]2CC(C(C1)C2)O.ClC2=C(OC1CC3(CN(C3)C(=O)N3C[C@H](CC3)N3C=NN=C3)C1)C=CC(=C2)F [6-(2-Chloro-4-fluoro-phenoxy)-2-azaspiro[3.3]heptan-2-yl]-[(3S)-3-(1,2,4-triazol-4-yl)pyrrolidin-1-yl]methanone (S)-tert-butyl-5-hydroxy-2-azabicyclo[2.2.1]heptane-2-carboxylate